methyl 1-(2-(trifluoromethyl) benzyl)-4,5,6,7-tetrahydro-1H-imidazo[4,5-c]pyridine-2-carboxylate FC(C1=C(CN2C(=NC=3CNCCC32)C(=O)OC)C=CC=C1)(F)F